Cl.C(C)O.C(C)O bis(1-ethanol) hydrochloride